(azetidin-3-yl)-5-benzylpyrimidin-2-amine N1CC(C1)C1=NC(=NC=C1CC1=CC=CC=C1)N